6-chloro-3-(2-chloro-5-methoxypyridin-4-yl)-3-methylindolin-2-one ClC1=CC=C2C(C(NC2=C1)=O)(C)C1=CC(=NC=C1OC)Cl